BrC=1C=C(C=C2[C@@H](CCOC12)NCCCNC1=CC(C2=C(N1)C=CS2)=O)Cl 5-[3-((R)-(+)-8-bromo-6-chloro-chroman-4-ylamino)-propylamino]-4H-thieno[3,2-b]pyridin-7-one